N-(2-aminoethyl)-pyridinium chloride [Cl-].NCC[N+]1=CC=CC=C1